C(=O)O.FC(C=1C=CC=C(C1)O)(F)F 5-(trifluoromethyl)phenol formate salt